1-methyl-2-oxo-1,2-dihydrospiro[indole-3,4'-piperidine]-5-carbonitrile CN1C(C2(CCNCC2)C2=CC(=CC=C12)C#N)=O